C(=O)C=1N=C2N(CCN(C2)C2=NC=C(C=N2)C(=O)OC)C1 Methyl 2-(2-formyl-5,6-dihydroimidazo[1,2-a]pyrazin-7(8H)-yl)pyrimidine-5-carboxylate